FC=1C=C(C(=NC1)C1=NSC(=C1)C(=O)OCC)OCC1=CC(=CC(=C1)S(=O)(=O)C)F ethyl 3-{5-fluoro-3-[(3-fluoro-5-methanesulfonylphenyl)methoxy]pyridin-2-yl}-1,2-thiazole-5-carboxylate